CC12OC(C(C1)(C2)N2N=C1N=C(C=NC1=C2)C2=C(C=C(C=C2C)C(F)(F)F)O)C 2-(2-(1,3-dimethyl-2-oxabicyclo[2.1.1]hexan-4-yl)-2H-pyrazolo[3,4-b]pyrazin-6-yl)-3-methyl-5-(trifluoromethyl)phenol